ClC=1C=C(C=CC1Cl)C1=NN=C(O1)CN1C(=NC=2N(C(N(C(C12)=O)C)=O)C)N1CCN(CC1)CC1CCN(CC1)C(=O)OC(C)(C)C tert-butyl 4-((4-(7-((5-(3,4-dichlorophenyl)-1,3,4-oxadiazol-2-yl)methyl)-1,3-dimethyl-2,6-dioxo-2,3,6,7-tetrahydro-1H-purin-8-yl)piperazin-1-yl)methyl)piperidine-1-carboxylate